C(C)(C)(C)N1N=C(C(=C1Cl)C=O)C1CC1 1-TERT-BUTYL-5-CHLORO-3-CYCLOPROPYL-1H-PYRAZOLE-4-CARBALDEHYDE